(6S)-17-amino-13,13-dioxo-6,15-bis(trifluoromethyl)-19-oxa-13λ6-thia-3,4,18-triazatricyclo[12.3.1.12,5]nonadeca-1(18),2,4,14,16-pentaen-6-ol NC1=CC(=C2S(CCCCCC[C@@](C3=NN=C(C1=N2)O3)(O)C(F)(F)F)(=O)=O)C(F)(F)F